(±)-(4Z)-4-(1,3-Benzoxazol-6-ylmethylene)-2-[[cis-3-methoxycycloheptyl]amino]-1H-imidazol-5-one O1C=NC2=C1C=C(C=C2)\C=C\2/N=C(NC2=O)N[C@@H]2C[C@@H](CCCC2)OC |r|